11-fluoro-13-methyl-6,7,13,14-tetrahydro-1,15-ethenopyrazolo[4,3-f]pyrido[3,2-l][1,4,8,10]oxatriazacyclotridecin-4(5H)-one FC1=CC=2C(NC3=NC4=C(C(NCCOC2N=C1)=O)C=NN4C=C3)C